(3-(2-chloropyridin-4-yl)-1-(2,2-difluoroethyl)-1H-indazol-5-yl)(3,3-difluoroazetidin-1-yl)methanone ClC1=NC=CC(=C1)C1=NN(C2=CC=C(C=C12)C(=O)N1CC(C1)(F)F)CC(F)F